CC1=NC(=CC(=C1)C=1NC2=CC=C(C=C2C1C(C)C)C=1C=NC=CC1)C 2-(2,6-dimethylpyridin-4-yl)-3-isopropyl-5-(pyridin-3-yl)-1H-indole